CC1=C(C=C2CCN(CC2=C1)C(=O)OC(C)(C)C)OS(=O)(=O)C(F)(F)F tert-butyl 7-methyl-6-(((trifluoromethyl)sulfonyl)oxy)-3,4-dihydroisoquinoline-2(1H)-carboxylate